2-methyl-1-[2-(3-pyridin-3-ylpropoxy)ethyl]-1H-imidazo[4,5-c]quinolin-4-amine CC=1N(C2=C(C(=NC=3C=CC=CC23)N)N1)CCOCCCC=1C=NC=CC1